(3-fluoro-phenyl)-N'-isopropyl-6-(5-methyl-isoxazol-3-yl)-[1,3,5]triazine-2,4-diamine FC=1C=C(C=CC1)NC1=NC(=NC(=N1)NC(C)C)C1=NOC(=C1)C